methyl (S)-2-amino-3-(4-(4-methoxy-1,6-dimethyl-2-oxo-1,2-dihydropyridin-3-yl)naphthalen-1-yl)propanoate N[C@H](C(=O)OC)CC1=CC=C(C2=CC=CC=C12)C=1C(N(C(=CC1OC)C)C)=O